5-methyl-1-(4-(4-(2-(piperazin-1-ylmethyl)pyridin-4-yl)benzyl)phenyl)-1H-pyrazole-3-carboxamide CC1=CC(=NN1C1=CC=C(C=C1)CC1=CC=C(C=C1)C1=CC(=NC=C1)CN1CCNCC1)C(=O)N